5-chloro-2-(3,3-difluorocyclobutyl)-4-(3,4-difluoro-2-methyl-phenoxy)pyridine ClC=1C(=CC(=NC1)C1CC(C1)(F)F)OC1=C(C(=C(C=C1)F)F)C